N1(C=NC=C1)CC(=O)N[C@@H]1CC[C@H](CC1)C(=O)N(C[C@@H]1CC[C@H](CC1)C1=CC(=C(C=C1)OC)C)C1=CC(=CC=C1)C1=CN=C(S1)C1CC1 trans-4-(2-(1H-Imidazol-1-yl)acetamido)-N-(3-(2-cyclopropylthiazol-5-yl)phenyl)-N-((trans-4-(4-methoxy-3-methylphenyl)cyclohexyl)methyl)cyclohexanecarboxamide